COC(=O)C=1C(=NC(=C(C1C1=CC=NC=C1)OC)C)Cl 2-chloro-5-methoxy-6-methyl-(4,4-bipyridine)-3-carboxylic acid methyl ester